1-(dimethylamino)pyrrole CN(N1C=CC=C1)C